4-((5-chloro-7-(2-((3-(2,2-difluoroethyl)-5-fluoro-2,6-dioxo-3,6-dihydropyrimidin-1(2H)-yl)methyl)thieno[3,2-b]pyridin-7-yl)-1H-indol-1-yl)methyl)piperidine-4-carbonitrile ClC=1C=C2C=CN(C2=C(C1)C1=C2C(=NC=C1)C=C(S2)CN2C(N(C=C(C2=O)F)CC(F)F)=O)CC2(CCNCC2)C#N